difluoromethyl-5-methyl-3,3a,5,6-tetrahydro-1H-benzofuro[3',2':4,5]pyrimido[1,2-a]cyclopenta[f][1,4]diazepine-4,13(2H,14aH)-dione FC(F)C1CCC2C(N(CC=3N(C21)C(C2=C(N3)C3=C(O2)C=CC=C3)=O)C)=O